NCCSSCCN 2-aminoethyl disulphide